(S)-3-(3,3-difluorocyclobutyl)-3-hydroxy-N-((S)-1-(3-(trifluoromethoxy)phenyl)ethyl)propan-amide FC1(CC(C1)[C@H](CC(=O)N[C@@H](C)C1=CC(=CC=C1)OC(F)(F)F)O)F